N-(6-(2-hydroxy-prop-2-yl)-2-(piperidin-4-yl)-2H-indazol-5-yl)-6-(trifluoromethyl)pyridinecarboxamide OC(C)(C)C=1C(=CC2=CN(N=C2C1)C1CCNCC1)NC(=O)C1=NC(=CC=C1)C(F)(F)F